FC12CC(C1)(C2)CNCC=2NC1=CC(=CC=C1C2)CNC(=O)C=2N=C1N(C(C2)=O)C=CC=C1 N-[[2-[[(3-fluoro-1-bicyclo[1.1.1]pentanyl)methylamino]methyl]-1H-indol-6-yl]methyl]-4-oxo-pyrido[1,2-a]pyrimidine-2-carboxamide